ClC1=CC=C(C(=N1)C(=O)OC)N[C@H](C)C1=CC(=CC=2C=3N(C(=NC12)CC)C=CN3)C (R)-methyl 6-chloro-3-(1-(5-ethyl-9-methyl-imidazo[1,2-c]quinazolin-7-yl)ethylamino)picolinate